(1R)-1-[5-(2,5-Dimethylphenyl)-1,2,4-oxadiazol-3-yl]-6-azaspiro[2.5]octan-6-sulfonamid CC1=C(C=C(C=C1)C)C1=NC(=NO1)[C@@H]1CC12CCN(CC2)S(=O)(=O)N